1H-indole-6-carboxamidine N1C=CC2=CC=C(C=C12)C(=N)N